C(C)(=O)C1=C(C(=C(C2=C1OC=1[C@@]2(C(C=2C(=NN(C2C1)C=1C=C(C(=O)O)C=CC1)C)=O)C)O)C)O (R)-3-(8-acetyl-5,7-dihydroxy-3,4a,6-trimethyl-4-oxo-4,4a-dihydro-1H-benzofuro[3,2-f]indazol-1-yl)benzoic acid